5-hydroxy-piperidine-1-carboxylic acid OC1CCCN(C1)C(=O)O